N-benzyl-2-[[2-(2,6-dioxo-3-piperidinyl)-3-oxo-isoindolin-5-yl]amino]acetamide C(C1=CC=CC=C1)NC(CNC=1C=C2C(N(CC2=CC1)C1C(NC(CC1)=O)=O)=O)=O